C(CCCCCCC\C=C/C\C=C\CCCCC)(=O)OCC ethyl (9Z,12E)-octadeca-9,12-dienoate